(S)-5-(4-cyclopropyl-1H-imidazol-1-yl)-2-fluoro-N-(6-(5-(fluoromethyl)-6,7-dihydro-5H-pyrrolo[2,1-c][1,2,4]triazol-3-yl)pyridin-2-yl)-4-methylbenzamide C1(CC1)C=1N=CN(C1)C=1C(=CC(=C(C(=O)NC2=NC(=CC=C2)C=2N3C(=NN2)CC[C@H]3CF)C1)F)C